4-(benzyl-methyl-sulfamoyl)-N-pyridin-4-ylmethyl-benzamide C(C1=CC=CC=C1)N(S(=O)(=O)C1=CC=C(C(=O)NCC2=CC=NC=C2)C=C1)C